(4S,7R)-4-(4-fluoro-3-hydroxyphenyl)-7-(2-methoxyphenyl)-2-methyl-5-oxo-1,4,5,6,7,8-hexahydroquinoline-3-carboxylic acid tetrahydro-2H-pyran-4-yl ester O1CCC(CC1)OC(=O)C1=C(NC=2C[C@H](CC(C2[C@@H]1C1=CC(=C(C=C1)F)O)=O)C1=C(C=CC=C1)OC)C